3-fluoro-2-hydroxy-5-(2-(3-(pyrrolidin-1-yl)phenyl)thiazol-4-yl)benzaldehyde FC=1C(=C(C=O)C=C(C1)C=1N=C(SC1)C1=CC(=CC=C1)N1CCCC1)O